tert-butyl ((5-(difluoromethyl)-2-(2-(trifluoromethyl)pyrimidin-5-yl)pyridin-4-yl)methyl)carbamate FC(C=1C(=CC(=NC1)C=1C=NC(=NC1)C(F)(F)F)CNC(OC(C)(C)C)=O)F